(S,S)-3-Boc-3,6-diaza-bicyclo[3.2.0]heptane C(=O)(OC(C)(C)C)N1C[C@@H]2CN[C@@H]2C1